N-(3-cyano-6-(4-methoxyphenyl)pyridin-2-yl)cyanamide C(#N)C=1C(=NC(=CC1)C1=CC=C(C=C1)OC)NC#N